COC1=CC=C(C=C1)C1=NN2C(NC=3C=CC=CC3C2=N1)=S 2-(4-methoxyphenyl)[1,2,4]triazolo[1,5-c]quinazoline-5(6H)-thione